(Trans)-oleic acid C(CCCCCCC\C=C\CCCCCCCC)(=O)O